(1-(3-chloro-4-cyanophenyl)-1H-pyrazol-3-yl)acetic acid ClC=1C=C(C=CC1C#N)N1N=C(C=C1)CC(=O)O